(1R,3S,5S)-N-[(3-fluoro-1-methylindazol-5-yl)methyl]-8-azabicyclo[3.2.1]octane-3-carboxamide FC1=NN(C2=CC=C(C=C12)CNC(=O)C1C[C@H]2CC[C@@H](C1)N2)C